methyl (3S)-6-(tert-butoxycarbonylamino)-3-(9H-fluoren-9-ylmethoxycarbonyl-amino)-hexanoate C(C)(C)(C)OC(=O)NCCC[C@@H](CC(=O)OC)NC(=O)OCC1C2=CC=CC=C2C=2C=CC=CC12